6-chloro-1-(2,2-difluoroethyl)-1H-pyrazolo[3,4-d]pyrimidine ClC1=NC=C2C(=N1)N(N=C2)CC(F)F